FC1=CC(=CC2=C1N(N=N2)C)OC2=C(C=C(C=C2)NC=2C1=C(N=CN2)C=NC(=N1)S(=O)C)C N-[4-(7-fluoro-1-methyl-benzotriazol-5-yl)oxy-3-methyl-phenyl]-6-methylsulfinyl-pyrimido[5,4-d]pyrimidin-4-amine